3-(hydroxyethoxy)cyclooctyne OCCOC1C#CCCCCC1